tert-butyl 4-(2,6-diazaspiro[3.4]octan-6-yl)benzoate C1NCC12CN(CC2)C2=CC=C(C(=O)OC(C)(C)C)C=C2